trans-1-((4-((S)-3-(5-fluoropyridin-3-yl)isoxazolidine-2-carbonyl)cyclohexyl)methyl)-1H-benzo[d]imidazole-5-carbonitrile FC=1C=C(C=NC1)[C@H]1N(OCC1)C(=O)[C@@H]1CC[C@H](CC1)CN1C=NC2=C1C=CC(=C2)C#N